C(C)(C)C1=C(C=CC=C1)C1=CC=C2C(CC3(CNCC3)C2=C1)O 6-(2-isopropylphenyl)-2,3-dihydro-spiro[indene-1,3'-pyrrolidin]-3-ol